FC1=CC=C(C(=O)N2CC3=CC=NC=C3CC2C(=O)O)C=C1 2-(4-fluorobenzoyl)-1,2,3,4-tetrahydro-2,6-naphthyridine-3-carboxylic acid